COC1=CC=C(OCC=2N(C(=NN2)SC(C(=O)NC2=C(C3=C(S2)CCC3)C(=O)N)C)C)C=C1 2-[2-({5-[(4-methoxyphenoxy)methyl]-4-methyl-4H-1,2,4-triazol-3-yl}sulfanyl)propanamido]-4H,5H,6H-cyclopenta[b]thiophene-3-carboxamide